3-buten-1-yl-(1-formylcyclopropyl)carbamic acid tert-butyl ester C(C)(C)(C)OC(N(C1(CC1)C=O)CCC=C)=O